(R)-1-phenyl-1-ethylamine C1(=CC=CC=C1)[C@@H](C)N